1,10-bis-(2,5-di-aminophenyl)-1,4,7,10-tetraoxadecane NC1=C(C=C(C=C1)N)OCCOCCOCCOC1=C(C=CC(=C1)N)N